2-[(2R)-3-(dimethylamino)-2-[9H-fluoren-9-ylmethoxycarbonyl(methyl)amino]-3-Oxopropyl]sulfanylacetic acid CN(C([C@H](CSCC(=O)O)N(C)C(=O)OCC1C2=CC=CC=C2C=2C=CC=CC12)=O)C